CC1=C(C(=C(C=C1)O)CN)C dimethyl-(aminomethyl)phenol